8-(3-ethoxy-1-(oxetan-3-yl)-1H-pyrazolo[3,4-d]pyrimidin-6-yl)-2-(6-(trifluoromethyl)pyridin-3-yl)-2,8-diazaspiro[4.5]decan-3-one C(C)OC1=NN(C2=NC(=NC=C21)N2CCC1(CC(N(C1)C=1C=NC(=CC1)C(F)(F)F)=O)CC2)C2COC2